ClC1=CC=C(C=C1)C1=NN=C(S1)N 5-(4-chlorophenyl)-1,3,4-thiadiazol-2-amine